C(C1=CC=CC=C1)(=O)O[C@H]1[C@H](OC(C2=CC=CC=C2)=O)[C@@H](OC(C2=CC=CC=C2)=O)[C@H](OC(C2=CC=CC=C2)=O)[C@H](O1)COC(C1=CC=CC=C1)=O 1,2,3,4,6-Penta-O-benzoyl-β-D-glucopyranose